ethyl 2-bromo-3-chloro-5-(4,4-difluoroazepan-1-yl)isonicotinate BrC=1C(=C(C(=O)OCC)C(=CN1)N1CCC(CCC1)(F)F)Cl